4'-(10-(4-chlorophenyl)anthracene-9-yl)-[1,1'-biphenyl]-4-carbonitrile ClC1=CC=C(C=C1)C1=C2C=CC=CC2=C(C2=CC=CC=C12)C1=CC=C(C=C1)C1=CC=C(C=C1)C#N